7-bromo-5-formylthieno[3,2-b]pyridine-3-carboxylic acid tert-butyl ester C(C)(C)(C)OC(=O)C1=CSC=2C1=NC(=CC2Br)C=O